BrC1=CC=C(CSC2=NC(=C(C(=C2C#N)CC)C#N)N2CCC(CC2)N2CCCC2)C=C1 2-((4-bromobenzyl)thio)-4-ethyl-6-(4-(pyrrolidin-1-yl)piperidin-1-yl)pyridine-3,5-dicarbonitrile